(cis)-tert-Butyl 4-amino-3-fluoropiperidine-1-carboxylate N[C@@H]1[C@@H](CN(CC1)C(=O)OC(C)(C)C)F